O=C1N(C(C2=CC(=CC=C12)C=1N=NNC1)=O)C=1C=C(C=CC1)C1=CC=C(C=C1)F 3-[1,3-Dioxo-5-(1H-[1,2,3]triazol-4-yl)-1,3-dihydroisoindol-2-yl]-4'-fluorobiphenyl